N-({(3S,4R)-2-[5-Chloro-2-(2H-1,2,3-triazol-2-yl)benzoyl]-4-methyl-2-azabicyclo[3.1.1]heptan-3-yl}methyl)-5-(trifluoromethyl)pyrazin-2-amin ClC=1C=CC(=C(C(=O)N2C3CC([C@H]([C@H]2CNC2=NC=C(N=C2)C(F)(F)F)C)C3)C1)N1N=CC=N1